tert-butyl-4-(4-cyanophenyl)-3,4-dihydroquinoxaline tert-butyl-N-[3-[methyl-[4-(methylamino)-4-oxo-butyl]amino]propyl]carbamate C(C)(C)(C)OC(NCCCN(CCCC(=O)NC)C)=O.C(C)(C)(C)C1=NC2=CC=CC=C2N(C1)C1=CC=C(C=C1)C#N